4-(4-fluoro-2-oxo-2,3-dihydro-1H-1,3-benzodiazol-1-yl)cyclohexane-1-carboxylic acid FC1=CC=CC=2N(C(NC21)=O)C2CCC(CC2)C(=O)O